(2-methyl-5-nitro-3-(trifluoromethyl)phenyl)ethan-1-amine CC1=C(C=C(C=C1C(F)(F)F)[N+](=O)[O-])C(C)N